ClC1=CC=2N(N=C1CC1C(NC[C@@H](C1)C(F)(F)F)=O)C=C(N2)[C@@H](NC(=O)C2=CC=NN2CC)C2CCC(CC2)(F)F N-((1S)-(7-chloro-6-(((5R)-2-oxo-5-(trifluoromethyl)piperidin-3-yl)methyl)imidazo[1,2-b]pyridazin-2-yl)(4,4-difluorocyclohexyl)methyl)-1-ethyl-1H-pyrazole-5-carboxamide